ClC1=NC(=C(C(=C1C#N)CC)C#N)N1CCC(CC1)N1C(NCC1=O)=O 2-chloro-6-(4-(2,5-dioxoimidazolin-1-yl)piperidin-1-yl)-4-ethylpyridine-3,5-dicarbonitrile